COC(CC(CC(=O)C1=CC=C(C=C1)Br)=O)=O.[N+](=O)([O-])C1=CC=C(C=C1)C1=CC(=NN1)C1CCNCC1 4-(5-(4-nitrophenyl)-1H-pyrazol-3-yl)piperidine methyl-5-(4-bromophenyl)-3,5-dioxovalerate